CN1N=CC(=C1)C1=NN2C(=NC=3C(=CC=CC3C2=N1)C1(CC1)C(F)(F)F)N[C@H]1C(NCCN(C1)C(=O)OCC1=CC=CC=C1)=O benzyl (6R)-6-({2-(1-methyl-1H-pyrazol-4-yl)-7-[1-(trifluoromethyl)cyclopropyl][1,2,4]triazolo[1,5-c]quinazolin-5-yl}amino)-5-oxo-1,4-diazepane-1-carboxylate